CC1=C(C(=C(C2=CC=C(C=C12)C(=O)O)C)C)C tetramethyl-6-carboxynaphthaline